COC=1C=C(C=CC1)C=1C=C(SC1)C(=O)C1=CC(=C(C(=C1)OC)OC)OC (4-(3-methoxyphenyl)thiophen-2-yl)(3,4,5-trimethoxyphenyl)methanone